N-(2-(1H-pyrazol-4-yl)pyrimidin-4-yl)-5-isopropyl-8-((2R,3S)-2-methyl-3-((methylsulfonyl)methyl)azetidin-1-yl)isoquinolin-3-amine N1N=CC(=C1)C1=NC=CC(=N1)NC=1N=CC2=C(C=CC(=C2C1)C(C)C)N1[C@@H]([C@H](C1)CS(=O)(=O)C)C